4-(1-(4-methoxybenzyl)-3,5-dimethyl-1H-pyrazol-4-yl)aniline (S)-quinuclidin-3-yl-(5-(4-(2-methoxyethoxy)phenyl)-2,2-dimethyl-2,3-dihydro-1H-inden-1-yl)carbamat N12CC(C(CC1)CC2)N(C(O)=O)[C@H]2C(CC1=CC(=CC=C21)C2=CC=C(C=C2)OCCOC)(C)C.COC2=CC=C(CN1N=C(C(=C1C)C1=CC=C(N)C=C1)C)C=C2